OCCC1CC(C1)OC1=CC=C(C=C1)C1CCN(CC1)C1=CC(=C(C#N)C=C1)C(F)(F)F 4-(4-(4-((1r,3s)-3-(2-hydroxyethyl)cyclobutoxy)phenyl)piperidin-1-yl)-2-(trifluoromethyl)benzonitrile